CC1=NN2C(C(=CC(=C2)C[C@@H]2CC[C@H](CC2)C(=O)N2OCC[C@H]2C2=NC=CN=C2)C)=N1 trans-[4-[(2,8-dimethyl-[1,2,4]triazolo[1,5-a]pyridin-6-yl)methyl]cyclohexyl]-[(3S)-3-pyrazin-2-ylisoxazolidin-2-yl]methanone